FC(C(C(C(F)(F)F)(F)F)(F)F)(N(C(C(C(C(F)(F)F)(F)F)(F)F)(F)F)C(C(C(C(F)(F)F)(F)F)(F)F)(F)F)F perfluorotributyl-amine